ClC1=CC=C(C=C1)[C@@H](CN(C)C)NS(=O)(=O)C1=CC(=C(C=C1)OC(F)(F)F)[N+](=O)[O-] (S)-N-(1-(4-chlorophenyl)-2-(dimethylamino)ethyl)-3-nitro-4-(trifluoromethoxy)benzenesulfonamide